5-Amino-1-isopropyl-3-(4-(1-((3-(3-methylbicyclo[1.1.1]pent-1-yl)isoxazol-5-yl)amino)-1-oxopropan-2-yl)phenyl)-1H-pyrazole-4-carboxamide NC1=C(C(=NN1C(C)C)C1=CC=C(C=C1)C(C(=O)NC1=CC(=NO1)C12CC(C1)(C2)C)C)C(=O)N